6-{4-[(1-aminocyclopropyl)carbonyl]piperazin-1-yl}-N-(1H-indol-6-ylmethyl)pyrido[2,3-b]pyrazin-3-amine NC1(CC1)C(=O)N1CCN(CC1)C=1C=CC=2C(=NC(=CN2)NCC2=CC=C3C=CNC3=C2)N1